O1C(=CC=C1)C=CC=O 3-(furan-2-yl)-2-propen-1-one